1-(2-aminoethyl)-6,7-dichloro-3-(1H-pyrazol-4-yl)indol-4-amine hydrochloride Cl.NCCN1C=C(C=2C(=CC(=C(C12)Cl)Cl)N)C=1C=NNC1